OCC#CC1=CC=C2CN(C(C2=C1)=O)C1C(NC(CC1)=O)=O 3-(6-(3-hydroxy-prop-1-yn-1-yl)-1-oxoisoindolin-2-yl)piperidine-2,6-dione